C(CC=C)Cl homoallyl chloride